(S)-5-((4-chloro-2-formyl-5-((4''-((3-hydroxypyrrolidin-1-yl)methyl)-2,2'-dimethyl-[1,1':3',1''-terphenyl]-3-yl)methoxy)phenoxy)methyl)nicotinonitrile ClC1=CC(=C(OCC=2C=NC=C(C#N)C2)C=C1OCC=1C(=C(C=CC1)C1=C(C(=CC=C1)C1=CC=C(C=C1)CN1C[C@H](CC1)O)C)C)C=O